(7-(2-(4-(6-fluorobenzothiophen-4-yl) piperazin-1-yl) ethyl)-2-oxo-3,4-dihydroquinolin-1(2H)-yl) methylcyclopentanecarboxylate CC1(CCCC1)C(=O)ON1C(CCC2=CC=C(C=C12)CCN1CCN(CC1)C1=CC(=CC2=C1C=CS2)F)=O